Butyl 2-((((4aS,6S,7R,7aS)-7-fluoro-6-(5-methyl-2,4-dioxo-3,4-dihydropyrimidin-1(2H)-yl)-2-oxidotetrahydro-4H-furo[3,2-d][1,3,2]dioxaphosphinin-2-yl)oxy)methyl)benzoate F[C@H]1[C@H](O[C@@H]2[C@@H]1OP(OC2)(=O)OCC2=C(C(=O)OCCCC)C=CC=C2)N2C(NC(C(=C2)C)=O)=O